C(=O)=NC1=CC=C(C=C1)O carbonyl-4-hydroxyaniline